2-(2-methylthiazol-4-yl)acetonitrile CC=1SC=C(N1)CC#N